FC(C=1C(=C(C=CC1)[C@@H](C)NC1=NC(=NC2=C3C(=C(C=C12)[C@]1(C[C@@H](N(CC1)C(C)=O)C)O)OCC3)C)F)F 1-((2S,4S)-4-(4-(((R)-1-(3-(difluoromethyl)-2-fluorophenyl)ethyl)amino)-2-methyl-8,9-dihydrofuro[2,3-h]quinazolin-6-yl)-4-hydroxy-2-methylpiperidin-1-yl)ethan-1-one